1-(4,5-bis(4-(trifluoromethyl)phenyl)thiazol-2-yl)-4-(3-fluorophenyl)-3-methyl-1H-pyrazole-5-carboxylic acid FC(C1=CC=C(C=C1)C=1N=C(SC1C1=CC=C(C=C1)C(F)(F)F)N1N=C(C(=C1C(=O)O)C1=CC(=CC=C1)F)C)(F)F